C(CCCCCCCCCCC\C=C/CC)O (Z)-13-hexadecenol